FC(C1=CC=C(C=C1)N1C(N([C@H](C1)C#N)C1=CN=CC2=CC=CC=C12)=O)F |r| Racemic-1-(4-(difluoromethyl)phenyl)-3-(isoquinolin-4-yl)-2-oxoimidazolidine-4-carbonitrile